FC(C1=NC=CC(=C1)C(=O)N1C[C@@H]([C@H](CC1)N1CC2=CC=CC=C2CC1)O)F (2-(difluoromethyl)pyridin-4-yl)((3S,4S)-4-(3,4-dihydroisoquinolin-2(1H)-yl)-3-hydroxypiperidin-1-yl)methanone